2,6-dibromobenzoyl isocyanate BrC1=C(C(=O)N=C=O)C(=CC=C1)Br